(5S)-2-(3-chlorobicyclo[1.1.1]pentan-1-yl)-5-(3,5-difluorophenyl)-2,5,6,7-tetrahydro-3H-pyrrolo[2,1-c][1,2,4]triazol-3-one ClC12CC(C1)(C2)N2N=C1N(C2=O)[C@@H](CC1)C1=CC(=CC(=C1)F)F